7-fluoro-5-azaspiro[3.4]octane FC1CNC2(CCC2)C1